N-(2-oxopiperidin-4-yl)-2'-(quinolin-3-yl)-5',6'-dihydrospiro[azetidine-3,4'-pyrrolo[1,2-b]pyrazole]-1-carboxamide O=C1NCCC(C1)NC(=O)N1CC2(CCN3N=C(C=C32)C=3C=NC2=CC=CC=C2C3)C1